FC(C=1N=C2N(C(=CC=C2)NC2CCC(CC2)NC(=O)C=2C=3C(N=CC2)=CNN3)C1)(F)F N-[(1s,4s)-4-{[2-(trifluoromethyl)imidazo[1,2-a]pyridin-5-yl]amino}cyclohexyl]-2H-pyrazolo[4,3-b]pyridine-7-carboxamide